[Ni+2].[Cl-].[Cl-].[CH-]1C=CC=C1.[CH-]1C=CC=C1.[Fe+2] ferrocene dichloride nickel